N1=CN=CC2=C1NC=C2C2=CC=1C=NC=CC1S2 2-(7H-pyrrolo[2,3-d]pyrimidin-5-yl)thieno[3,2-c]pyridine